6-[(3,3-difluoroazetidin-1-yl)methyl]pyridazin-3-amine FC1(CN(C1)CC1=CC=C(N=N1)N)F